3-({[6-(1,2,3,4-tetrahydroquinolin-1-yl)-1,2,3,4-tetrahydronaphthalen-1-yl]methyl}amino)pyridine-4-carboxylic acid N1(CCCC2=CC=CC=C12)C=1C=C2CCCC(C2=CC1)CNC=1C=NC=CC1C(=O)O